C(C)(C)(C)OC(=O)N1C[C@H](CC1)C=1C=CC=2N(C1)C(=CN2)N2N=CC(=C2)C2=C(C=C(C(=C2)C(NC2CC2)=O)F)C (R)-3-{3-[4-(5-cyclopropylcarbamoyl-4-fluoro-2-methyl-phenyl)-pyrazol-1-yl]-imidazo[1,2-a]pyridin-6-yl}-pyrrolidine-1-carboxylic acid tert-butyl ester